OC[C@@H](C1=CC=CC=C1)NC1=N\C(\C(N1C)=O)=C/C1=CC2=CN(N=C2C=C1)C (5Z)-2-[[(1R)-2-Hydroxy-1-phenyl-ethyl]amino]-3-methyl-5-[(2-methylindazol-5-yl)methylene]imidazol-4-one